ClC1=CC=C(C=C1)C1=NN2C(N=CC=C2)=C1CN1C(CC(C1)C=C(F)F)=O 1-{[2-(4-chlorophenyl)pyrazolo[1,5-a]pyrimidin-3-yl]methyl}-4-(2,2-difluorovinyl)pyrrolidin-2-one